1-(p-tolyl)-1H-indole C1(=CC=C(C=C1)N1C=CC2=CC=CC=C12)C